S(N)(OC[C@@H]1[C@H](C[C@@H](C1)NC1=NC=NC=C1C(=O)C=1SC=C(C1)CC=1C=NC=C(C1)Cl)O)(=O)=O [(1R,2S,4R)-4-{[5-({4-[(5-chloropyridin-3-yl)methyl]-2-thienyl}carbonyl)pyrimidin-4-yl]amino}-2-hydroxycyclopentyl]methyl sulfamate